(s)-1-ethyl-N-((S)-5-methyl-4-oxo-2,3,4,5-tetrahydrobenzo[b][1,4]oxazepin-3-yl)-5-(trifluoromethyl)-4,5,6,7-tetrahydro-1H-indazole-3-carboxamide C(C)N1N=C(C=2C[C@H](CCC12)C(F)(F)F)C(=O)N[C@@H]1C(N(C2=C(OC1)C=CC=C2)C)=O